N-[(1R)-1-[3-amino-5-(trifluoromethyl)phenyl]ethyl]-1-cyclopropyl-6-oxo-1,6-dihydropyridazine-3-carboxamide NC=1C=C(C=C(C1)C(F)(F)F)[C@@H](C)NC(=O)C1=NN(C(C=C1)=O)C1CC1